C(C)(C)OC1=CC=2N(C=C1NC(=O)C1=NC(=CC=C1)C(F)(F)F)C=C(N2)C2CCNCC2 N-[7-isopropoxy-2-(4-piperidyl)imidazo[1,2-a]pyridin-6-yl]-6-(trifluoromethyl)pyridine-2-carboxamide